tert-butyl (2-((5-formyl-3-methylpyridin-2-yl)oxy)ethyl)(methyl)carbamate C(=O)C=1C=C(C(=NC1)OCCN(C(OC(C)(C)C)=O)C)C